N1,N3-bis(6-(tert-butyl)dibenzo[b,d]furan-4-yl)-5-chlorobenzene-1,3-diamine C(C)(C)(C)C1=CC=CC=2C3=C(OC21)C(=CC=C3)NC3=CC(=CC(=C3)Cl)NC3=CC=CC2=C3OC3=C2C=CC=C3C(C)(C)C